methyl (1s,4S)-4-(3-chloro-2-methylanilino)-2'-[(2R)-3-hydroxy-2-methylpropyl]-5'-methyl-2',3'-dihydrospiro[cyclohexane-1,1'-isoindole]-4-carboxylate ClC=1C(=C(NC2(CCC3(N(CC4=CC(=CC=C34)C)C[C@H](CO)C)CC2)C(=O)OC)C=CC1)C